(2S)-tert-butyl 2-((tert-butoxycarbonyl)amino)-4-((3-(2-chlorophenyl)-4,4,4-trifluoro-3-hydroxybutyl)thio)butanoate C(C)(C)(C)OC(=O)N[C@H](C(=O)OC(C)(C)C)CCSCCC(C(F)(F)F)(O)C1=C(C=CC=C1)Cl